2-(6-methyl-2-(trifluoromethyl)pyrimidin-4-yl)-2,6-diazaspiro[3.4]octane CC1=CC(=NC(=N1)C(F)(F)F)N1CC2(C1)CNCC2